C(C)(C)(C)N1N=C(C=2C1=NC=NC2N)C2=NOC(=C2I)C2CC2 1-tert-butyl-3-(5-cyclopropyl-4-iodo-isoxazol-3-yl)pyrazolo[3,4-d]pyrimidin-4-amine